((5-Nitro-1-p-toluenesulfonyl-1H-pyrrolo[2,3-b]pyridin-4-yl)amino)piperidin-4-ol [N+](=O)([O-])C=1C(=C2C(=NC1)N(C=C2)S(=O)(=O)C2=CC=C(C)C=C2)NN2CCC(CC2)O